tert-butyl (4-(1-(2-chloro-4-(N-(2,4-dimethoxybenzyl)-N-(6-fluoropyridin-2-yl)sulfamoyl)-3,5-difluorophenyl)pyrrolidin-3-yl)cyclohexyl)carbamate ClC1=C(C=C(C(=C1F)S(N(C1=NC(=CC=C1)F)CC1=C(C=C(C=C1)OC)OC)(=O)=O)F)N1CC(CC1)C1CCC(CC1)NC(OC(C)(C)C)=O